3-(2-(Chloromethyl)imidazo[1,2-a]pyridin-7-yl)-5-(difluoromethyl)-1,3,4-oxadiazole ClCC=1N=C2N(C=CC(=C2)N2COC(=N2)C(F)F)C1